phenoxyl-hexan-1-ol O(C1=CC=CC=C1)C(CCCCC)O